FC=1C=C2NC=CC2=C2CCCCNC(CCC(C3=CN=C(C=4C(=CC=C(OC12)C4)F)N3)(C)C=3C=C(C=CC3)CCC(=O)O)=O 3-[3-(22,28-Difluoro-6-methyl-9-oxo-24-oxa-3,10,19,30-tetrazapentacyclo[23.3.1.12,5.015,23.016,20]triaconta-1(29),2,4,15,17,20,22,25,27-nonaen-6-yl)phenyl]propanoic acid